tert-butyl 3-amino-3-(hydroxymethyl)cyclobutanecarboxylate NC1(CC(C1)C(=O)OC(C)(C)C)CO